2-(5-bromo-2-methyl-imidazol-1-yl)acetonitrile BrC1=CN=C(N1CC#N)C